Z-(+)-Tartaric acid C(C(O)C(O)C(=O)O)(=O)O